3-methyl-2,3,5',8'-tetrahydro-6'H-spiro[indene-1,7'-quinazoline]-6-ol dihydrochloride Cl.Cl.CC1CC2(CCC=3C=NC=NC3C2)C2=CC(=CC=C12)O